CN1C(SCC1=O)=O 3-methyl-1,3-thiazolidine-2,4-dione